COC(=O)C1CC(C1)NC1=C2C(=NC=C1N)N(C=C2)S(=O)(=O)C2=CC=C(C)C=C2 3-((5-amino-1-tosyl-1H-pyrrolo[2,3-b]pyridin-4-yl)amino)cyclobutanecarboxylic acid methyl ester